N1(N=CC=C1)CC1=CC2=C(C(=NO2)NS(=O)(=O)C2=C(C=CC=3OCCCOC32)OC)C(=C1F)OC N-(6-((1H-pyrazol-1-yl)methyl)-5-fluoro-4-methoxybenzo[d]isoxazol-3-yl)-7-methoxy-3,4-dihydro-2H-benzo[b][1,4]dioxepine-6-sulfonamide